COC(C(C(C(=O)O)CC(C)C)(C#N)CC(C)C)=O 2,3-diisobutyl-2-cyanobutanedioic acid 1-methyl ester